C(C)N(CCNC(C(=C)C)=O)CC N-(2-(diethylamino)ethyl)methacrylamide